10-Hydroxy-N-(pyridin-3-yl)-7-thia-2,5-diazatricyclo[6.4.0.02,6]dodeca-1(8),3,5,9,11-pentaene-4-carboxamide OC1=CC=2SC3=NC(=CN3C2C=C1)C(=O)NC=1C=NC=CC1